(+-)-4-[(2-pentyl-2-cyclopenten-1-yl)oxy]butanal C(CCCC)C=1[C@@H](CCC1)OCCCC=O |r|